(2-(2,6-dioxopiperidin-3-yl)-6-methoxy-1,3-dioxoisoindolin-5-yl)-2-(trifluoromethoxy)benzenesulfonamide O=C1NC(CCC1N1C(C2=CC(=C(C=C2C1=O)C=1C(=C(C=CC1)S(=O)(=O)N)OC(F)(F)F)OC)=O)=O